FC=1C2=C(C(=NC1)C)CC(C2)C=O 4-fluoro-1-methyl-6,7-dihydro-5H-cyclopenta[c]Pyridine-6-carbaldehyde